butyl 7-(5-(2,6-dioxopiperidin-3-yl)pyrimidin-2-yl)-2,7-diazaspiro[3.5]nonane-2-carboxylate O=C1NC(CCC1C=1C=NC(=NC1)N1CCC2(CN(C2)C(=O)OCCCC)CC1)=O